4-Cyclobutyl-4-oxo-butyric acid C1(CCC1)C(CCC(=O)O)=O